C(C)C(CCCCCCCCCCC)OCCO 2-[(1-ethyldodecyl)oxy]ethanol